C12C(CCCC1)C(NC2=O)=O Cyclohexan-1,2-dicarboximid